2-(2-fluoro-4-(2-((5-(1-(methyl-d3)-1H-pyrazol-3-yl)benzo[d]thiazol-2-yl)amino)-2-oxoethyl)phenoxy)nicotinamide FC1=C(OC2=C(C(=O)N)C=CC=N2)C=CC(=C1)CC(=O)NC=1SC2=C(N1)C=C(C=C2)C2=NN(C=C2)C([2H])([2H])[2H]